4-Nitrophenyl (tert-butoxycarbonyl)-L-isoleucinate C(C)(C)(C)OC(=O)N[C@@H]([C@@H](C)CC)C(=O)OC1=CC=C(C=C1)[N+](=O)[O-]